2-{5'-chloro-3'-fluoro-2'-[(5-methylpyridine-3-sulfonyl)amino][1,1'-biphenyl]-4-yl}butanoic acid ClC=1C=C(C(=C(C1)C1=CC=C(C=C1)C(C(=O)O)CC)NS(=O)(=O)C=1C=NC=C(C1)C)F